ClC1=CC=C(S1)C=1C=CC(N(C1C1=C(C=CC=C1F)F)CC)=O 5-(5-chlorothien-2-yl)-6-(2,6-difluorophenyl)-1-ethylpyridin-2(1H)-one